(2S)-N-(2-dimethylaminoethyl)piperidine-2-carboxamide dihydrochloride Cl.Cl.CN(CCNC(=O)[C@H]1NCCCC1)C